C(C(=C)C)(=O)OCCN(C1=CC=CC=C1)CC N-ethyl-N-phenylaminoethyl methacrylate